C(C)(C)(C)[Si](OCC=1C=C(C=CC1C)[C@@H](C(C(=O)OCC)C)C1=C(C2=C(N(N=N2)CC)C=C1)C)(C)C (3R)-ethyl 3-(3-(((tertbutyldimethylsilyl)oxy)methyl)-4-methylphenyl)-3-(1-ethyl-4-methyl-1H-benzo[d][1,2,3]triazol-5-yl)-2-methylpropanoate